(3R,4S,5S,6R)-2-(3-((5-(4-fluorophenyl)thiophen-2-yl)methyl)-4-methylphenyl)-6-(hydroxymethyl)-2-methoxytetrahydro-2H-pyran-3,4,5-triol FC1=CC=C(C=C1)C1=CC=C(S1)CC=1C=C(C=CC1C)C1(O[C@@H]([C@H]([C@@H]([C@H]1O)O)O)CO)OC